N-(4-iodo-2,5-dimethylphenyl)-N-(2-(1-methoxypropan-2-yl)-2H-pyrazolo[4,3-b]pyridin-5-yl)but-2-ynamide IC1=CC(=C(C=C1C)N(C(C#CC)=O)C=1C=CC=2C(N1)=CN(N2)C(COC)C)C